diisopropyl (E)-hex-3-enedioate C(C\C=C\CC(=O)OC(C)C)(=O)OC(C)C